tert-butyl (3-(1-(3-formyl-4-hydroxybenzoyl)piperidin-4-yl)benzyl)carbamate C(=O)C=1C=C(C(=O)N2CCC(CC2)C=2C=C(CNC(OC(C)(C)C)=O)C=CC2)C=CC1O